(R)-N-(5-((6-(3-(3-(2,5-difluorophenoxy)-5-fluorophenyl)isoxazolidin-2-yl)pyrimidin-4-yl)amino)-4-methoxy-2-(4-methylpiperazin-1-yl)phenyl)acrylamide FC1=C(OC=2C=C(C=C(C2)F)[C@@H]2N(OCC2)C2=CC(=NC=N2)NC=2C(=CC(=C(C2)NC(C=C)=O)N2CCN(CC2)C)OC)C=C(C=C1)F